NC=1C=NN(C1C)C1=NC(=NC=C1)N1CCC(CC1)C(=O)N1OCC[C@H]1C=1C=NC(=CC1)C [1-[4-(4-amino-5-methylpyrazol-1-yl)pyrimidin-2-yl]piperidin-4-yl]-[(3S)-3-(6-methylpyridin-3-yl)-1,2-oxazolidin-2-yl]methanone